C(C)(=O)O[C@@H]1COC2=C1C=C(C=C2S(NC2=C(C(=C(C=C2)F)C=2C=C1C=NC(=NC1=C(C2)CC)NC2CCN(CC2)C)F)(=O)=O)Cl (3S)-5-chloro-7-[(3-{8-ethyl-2-[(1-methylpiperidin-4-yl) amino] quinazolin-6-yl}-2,4-difluorophenyl) sulfamoyl]-2,3-dihydro-1-benzofuran-3-yl acetate